diheptyl pimelate C(CCCCCC(=O)OCCCCCCC)(=O)OCCCCCCC